(S)-2-chloro-N-(1-hydroxybutan-2-yl)acetamide ClCC(=O)N[C@H](CO)CC